(2-{6-Cyclopropyl-4-[4-fluoro-2-(4-methyl-1,2,4-triazol-3-yl)phenyl]pyridin-2-yl}-7-(trifluoromethyl)-1H-1,3-benzodiazol-5-yl)methanol C1(CC1)C1=CC(=CC(=N1)C1=NC2=C(N1)C(=CC(=C2)CO)C(F)(F)F)C2=C(C=C(C=C2)F)C2=NN=CN2C